O=C1C=NN=C1 4-Ketopyrazole